C(CCCCCCCCC=C)C(CN)CCCCCCCCCC=C 2-(undec-10-en-1-yl)tridec-12-en-1-amine